C(C)(C)(C)OC(=O)N1CCCC12CN(CC2)C=2C=NC=CC2Cl 7-(4-chloropyridin-3-yl)-1,7-diazaspiro[4.4]nonane-1-carboxylic acid tert-butyl ester